tert-Butyl 4-[4-[3-cyano-5-[[(1R)-1-(2-pyridyl)ethyl] amino]imidazo[1,2-a]pyridin-7-yl]-5-methyl-pyrazol-1-yl]piperidine-1-carboxylate C(#N)C1=CN=C2N1C(=CC(=C2)C=2C=NN(C2C)C2CCN(CC2)C(=O)OC(C)(C)C)N[C@H](C)C2=NC=CC=C2